3-(((1-((6-chloropyridin-3-yl)amino)isoquinolin-6-yl)oxy)methyl)oxetan-3-ol ClC1=CC=C(C=N1)NC1=NC=CC2=CC(=CC=C12)OCC1(COC1)O